2-carbamimidoyl-1,6-naphthyridine hydrochloride Cl.C(N)(=N)C1=NC2=CC=NC=C2C=C1